C(C1=CC=CC=C1)N1N=CC(=C1)C(=O)N1CC2(CN(C2)C(=O)[O-])[C@@H](C1)C(NCC=1N=NC(=CC1)C)=O (S)-6-(1-benzyl-1H-pyrazole-4-carbonyl)-8-(((6-methylpyridazin-3-yl)methyl)carbamoyl)-2,6-diazaspiro[3.4]octane-2-carboxylate